7-[[(3R,5S,8R,9S,10S,13S,14S,17S)-17-acetyl-10,13-dimethyl-2,3,4,5,6,7,8,9,11,12,14,15,16,17-tetradecahydro-1H-cyclopenta[a]phenanthren-3-yl]oxy]-4,7-dioxo-heptanoic acid C(C)(=O)[C@H]1CC[C@H]2[C@@H]3CC[C@H]4C[C@@H](CC[C@@]4([C@H]3CC[C@]12C)C)OC(CCC(CCC(=O)O)=O)=O